2-2,2'-[propane-1,3-diylbis(iminomethanediyl)]bis(5-hydroxy-4H-pyran-4-one) C(CCNCC=1OC=C(C(C1)=O)O)NCC=1OC=C(C(C1)=O)O